(1S,2R)-1-(2-methoxy-5-methylphenyl)-2-(6-methoxy-5-methylpyridin-3-yl)-N-(2-methylquinoline-5-sulfonyl)cyclopropane-1-carboxamide COC1=C(C=C(C=C1)C)[C@]1([C@H](C1)C=1C=NC(=C(C1)C)OC)C(=O)NS(=O)(=O)C=1C=2C=CC(=NC2C=CC1)C